3-({[4-amino-6-(5-chloro-2-fluorophenyl)pyridazin-3-yl](methyl)amino}methyl)-3-methyloxolan-2-one NC1=C(N=NC(=C1)C1=C(C=CC(=C1)Cl)F)N(C)CC1(C(OCC1)=O)C